C(CC)OC1(OC2=C(C=C1)C=CC(=C2)O)C2=CC=C(C=C2)OC[C@H](C)N2C[C@@H](CC2)C propoxy-2-(4-((S)-2-((R)-3-methylpyrrolidin-1-yl)propoxy)phenyl)-2H-benzopyran-7-ol